ClC1=CC=C2C(COCC2=C1)=O 7-chloroisochroman-4-one